(6-(4-(trifluoromethyl)cyclohexyl)pyridin-2-yl)methanol FC(C1CCC(CC1)C1=CC=CC(=N1)CO)(F)F